oxanorbornenecarboxamide C12(C=CC(OC1)C2)C(=O)N